bisphenol A-D6 [2H]C([2H])([2H])C(C1=CC=C(C=C1)O)(C2=CC=C(C=C2)O)C([2H])([2H])[2H]